1-(methoxymethyl)-N-(5-{1-[4-(trifluoromethyl)phenyl]-1H-pyrazol-4-yl}-1H-indol-3-yl)cyclobutane-1-carboxamide COCC1(CCC1)C(=O)NC1=CNC2=CC=C(C=C12)C=1C=NN(C1)C1=CC=C(C=C1)C(F)(F)F